ClC=1C=CC(=C(C1)C1=CC(=C(N1C)C)C(=O)N(C=1C=NN(C1)C)C1=CC=C(C=C1)O)C(=O)N1CC2=CC=CC=C2C[C@H]1C(F)F 5-(5-Chloro-2-{[(3S)-3-(difluoromethyl)-3,4-dihydroisoquinolin-2(1H)-yl]carbonyl}phenyl)-N-(4-hydroxyphenyl)-1,2-dimethyl-N-(1-methyl-1H-pyrazol-4-yl)-1H-pyrrole-3-carboxamide